tert-Butyl (s)-2-((4-methyl-3-((1-(7-(((trifluoromethyl)sulfonyl)oxy)quinolin-5-yl)cyclopropyl)carbamoyl)phenoxy)methyl)pyrrolidine-1-carboxylate CC1=C(C=C(OC[C@H]2N(CCC2)C(=O)OC(C)(C)C)C=C1)C(NC1(CC1)C1=C2C=CC=NC2=CC(=C1)OS(=O)(=O)C(F)(F)F)=O